methyl 6-(3-phenylazetidin-1-yl)-1-benzofuran-2-carboxylate C1(=CC=CC=C1)C1CN(C1)C1=CC2=C(C=C(O2)C(=O)OC)C=C1